OCCN 2-hydroxy(ethylamine)